2-(aminomethyl)-8-fluoro-6h,12h-indolo[2,1-b]quinazoline-6,12-dione NCC=1C=C2C(N3C(=NC2=CC1)C(C1=CC(=CC=C13)F)=O)=O